(R)-N-(2-(4-cyanothiazolidin-3-yl)-2-oxoethyl)-6-(3-fluoro-3-(trifluoromethyl)-azetidin-1-yl)quinoline-4-carboxamide C(#N)[C@H]1N(CSC1)C(CNC(=O)C1=CC=NC2=CC=C(C=C12)N1CC(C1)(C(F)(F)F)F)=O